3-(4-hydroxypyridin-3-yl)-2-[4-(4-methyl-4H-1,2,4-triazol-3-yl)piperidin-1-yl]benzonitrile OC1=C(C=NC=C1)C=1C(=C(C#N)C=CC1)N1CCC(CC1)C1=NN=CN1C